N1C(=NCC1)C=1C=C(C=C(N)C1)OC 5-(4,5-dihydro-1H-imidazol-2-yl)-3-methoxyaniline